ClC1=C2C(=NC=C1C=1C=C(C=CC1)N1C(CN(CC1)CCCN1CCN(CC1)C1=CC=C(C=C1)C1C(NC(CC1)=O)=O)=O)NC=C2C2CC2 3-(4-(4-(3-(4-(3-(4-chloro-3-cyclopropyl-1H-pyrrolo[2,3-b]pyridin-5-yl)phenyl)-3-oxopiperazin-1-yl)propyl)piperazin-1-yl)phenyl)piperidine-2,6-dione